(1r,3r)-3-hydroxy-N-(2-(2-methylpyridin-4-yl)-1H-pyrrolo[3,2-c]pyridin-6-yl)cyclobutanecarboxamide OC1CC(C1)C(=O)NC1=CC2=C(C=N1)C=C(N2)C2=CC(=NC=C2)C